ClC1=CC(=C(C=C1)C1(OC2=C(O1)C=CC=C2C2CCN(CC2)CC=2N(C(=CN2)/C=C/C(=O)O)CC=2C(=NC=CC2)C)C)F (E)-3-(2-((4-(2-(4-chloro-2-fluorophenyl)-2-methylbenzo[d][1,3]dioxol-4-yl)piperidin-1-yl)methyl)-1-((2-methylpyridin-3-yl)methyl)-1H-imidazol-5-yl)acrylic acid